FC1=C(C=C(C=C1)C=1N=C(N(C1C=1C=C2C=NNC2=CC1)C)C)C 5-(4-(4-Fluoro-3-methylphenyl)-1,2-dimethyl-1H-imidazol-5-yl)-1H-indazole